N1CC(C1)N1N=CC(=C1)C=1C(=CC(=NC1)C1(NC(=NC(=C1)N)C(F)F)N)OC1COC1 4-(5-(1-(azetidin-3-yl)-1H-pyrazol-4-yl)-4-(oxetan-3-yloxy)pyridin-2-yl)-2-(difluoromethyl)pyrimidine-4,6-diamine